COC=1C=CC(=NC1)NC(C1=CC(=CC=C1)CNC1=NC=C(C2=C1CCO2)C2=CC=NC=C2)=O N-(5-Methoxypyridin-2-yl)-3-(((7-(pyridin-4-yl)-2,3-dihydrofuro[3,2-c]pyridin-4-yl)amino)methyl)benzamid